C(C)(C)C1(C=CC=C1)[Ti](N(C)C)(N(C)C)N(C)C (isopropylcyclopentadienyl)tris(dimethylamino)titanium